4-(3-(4-fluoro-2,6-dimethylphenoxy)-1-methyl-2-oxo-1,2-dihydropyridin-4-yl)-6-methyl-1,6-dihydro-7H-pyrrolo[2,3-c]pyridin-7-one FC1=CC(=C(OC=2C(N(C=CC2C=2C3=C(C(N(C2)C)=O)NC=C3)C)=O)C(=C1)C)C